(2,6-Dimethoxypyridin-4-yl)-N-(3-fluoro-4-(methylsulfonyl)phenyl)thiazol-2-amine COC1=NC(=CC(=C1)C=1N=C(SC1)NC1=CC(=C(C=C1)S(=O)(=O)C)F)OC